FC(OC=1C=CC(=C2C=CC=NC12)N[C@H]1CN(CC1)C(=O)OC(C)(C)C)(F)F tert-butyl (R)-3-((8-(trifluoromethoxy)quinolin-5-yl)amino)pyrrolidine-1-carboxylate